S1C=NC(=C1)C=1NC2=C(N1)C=CC=C2 2-(4-thiazolyl)-Benzimidazole